FC=1C=C(C=CC1)C1=NNC=C1NC(=O)C=1C=NN2C1N=CC=C2 N-(3-(3-fluorophenyl)-1H-pyrazol-4-yl)pyrazolo[1,5-a]pyrimidine-3-carboxamide